(13S)-15-(2,6-difluorophenyl)-13-methyl-4,7-dioxa-9-thia-11,14-diazatricyclo[8.5.0.02,8]pentadeca-1(10),2(8),14-triene-12-imine FC1=C(C(=CC=C1)F)C1=N[C@H](C(NC=2SC=3OCCOCC3C12)=N)C